(S)-1-(2-(8-amino-1-(2-trifluoromethyl-4-phenoxybenzoyl)imidazo[1,5-a]pyrazin-3-yl)pyrrolidin-1-yl)but-2-yn-1-one 3-(5-methylfuran-2-yl)propionate CC1=CC=C(O1)CCC(=O)O.NC=1C=2N(C=CN1)C(=NC2C(C2=C(C=C(C=C2)OC2=CC=CC=C2)C(F)(F)F)=O)[C@H]2N(CCC2)C(C#CC)=O